4-(((3S,4R)-1-((4-chloro-2-(trifluoromethyl)phenyl)sulfonyl)-4-hydroxy-4-(hydroxymethyl)pyrrolidin-3-yl)sulfonyl)benzonitrile ClC1=CC(=C(C=C1)S(=O)(=O)N1C[C@@H]([C@@](C1)(CO)O)S(=O)(=O)C1=CC=C(C#N)C=C1)C(F)(F)F